(E)-3-(3,3-dimethyl-2-oxoindol-6-yl)-N-(3-fluoro-2-methylphenyl)acrylamide tert-Butyl-2-[4-(tert-butoxycarbonylamino)-1-(2,6-dioxo-3-piperidyl)-2-oxo-indolin-3-yl]acetate C(C)(C)(C)OC(CC1C(N(C2=CC=CC(=C12)NC(=O)OC(C)(C)C)C1C(NC(CC1)=O)=O)=O)=O.CC1(C(NC2=CC(=CC=C12)/C=C/C(=O)NC1=C(C(=CC=C1)F)C)=O)C